FC=1C=C(C=CC1)[C@@H]([C@H]1CN2C(C=3N1N=CC(C3O)=O)=NC=C2)C2=CC=C(C=C2)F (S)-6-((S)-(3-fluorophenyl)(4-fluorophenyl)methyl)-11-hydroxy-5,6-dihydro-10H-imidazo[2',1':3,4]pyrazino[1,2-b]pyridazin-10-one